NC1=NC(=NC=C1Cl)N1C[C@H](N(CC1)C(=O)NCCC1CCN(CC1)CC1=CC=CC=C1)C (2R)-4-(4-amino-5-chloropyrimidin-2-yl)-N-[2-(1-benzylpiperidin-4-yl)ethyl]-2-methylpiperazine-1-carboxamide